2-(Trifluoromethyl)-5-(3-cyanophenyl)-N-(3-(2-propoxy)-1,2,4-thiadiazol-5-yl)furan-3-Formamide FC(C=1OC(=CC1C(=O)NC1=NC(=NS1)OC(C)C)C1=CC(=CC=C1)C#N)(F)F